(3-bromo-1-methyl-pyrrolo[2,3-b]pyridin-5-yl)ethanol Ethyl-2-(1,3-benzodioxol-4-ylmethyl)-5-fluoro-pyrazole-3-carboxylate C(C)C1=C(N(N=C1F)CC1=CC=CC=2OCOC21)C(=O)OC(C)C=2C=C1C(=NC2)N(C=C1Br)C